C1(=CC=CC=C1)S(=O)(=O)C1(C(CCCC1)C)C(=O)O 1-Phenylsulfonyl-2-methylcyclohexanecarboxylic acid